FC=1C=C(C=CC1F)[C@@H](NC(=O)N1[C@@H](C(NCC1)=O)C)[C@@H]1CC[C@H](CC1)C(F)(F)F |o1:8| (2R)-N-((S or R)-(3,4-difluoro-phenyl)(trans-4-(trifluoromethyl)cyclohexyl)methyl)-2-methyl-3-oxo-piperazine-1-carboxamide